methylsulfonyl-[3-[rac-(1R)-3-(5-azaspiro[2.5]octan-5-yl)-1-[[rac-(6S)-6-tert-butyl-5,6,7,8-tetrahydrothieno[2,3-b]quinoline-2-carbonyl]amino]propyl]phenyl]azanide CS(=O)(=O)[N-]C1=CC(=CC=C1)[C@@H](CCN1CC2(CC2)CCC1)NC(=O)C1=CC=2C(=NC=3CC[C@@H](CC3C2)C(C)(C)C)S1 |r|